FC(CN1C(=NC2=C1C=C(C=C2F)C=2C(=CN1N=C(N=C(C12)OC)N[C@H]1C(CN(CC1)C(C)=O)(F)F)F)C)F (R)-1-(4-((5-(1-(2,2-difluoroethyl)-4-fluoro-2-methyl-1H-benzo[d]imidazol-6-yl)-6-fluoro-4-methoxypyrrolo[2,1-f][1,2,4]triazin-2-yl)amino)-3,3-difluoropiperidin-1-yl)ethan-1-one